1-(3-propylnonyl)-3-piperidinecarboxylic acid C(CC)C(CCN1CC(CCC1)C(=O)O)CCCCCC